C(C)(C)C1=NC(=NC=C1)NCC1=C(N=NN1C)C1=CC=C(C(=N1)C)C#CC1(CC1)CC(=O)O 2-(1-((6-(5-(((4-isopropylpyrimidin-2-yl)amino)methyl)-1-methyl-1H-1,2,3-triazol-4-yl)-2-methylpyridin-3-yl)ethynyl)cyclopropyl)acetic acid